N(N)C(OCC1OCC(OC1)CO[Si](C)(C)C(C)(C)C)=S O-((5-(((tert-butyldimethylsilyl) oxy) methyl)-1,4-dioxan-2-yl) methyl) hydrazinethiocarboxylate